(2R)-N-{2-[1-(2,3-dihydro-1-benzofuran-7-ylmethyl)piperidin-4-yl]ethyl}-2-methyl-4-(3,4,5-trifluorophenyl)piperazine-1-carboxamide O1CCC2=C1C(=CC=C2)CN2CCC(CC2)CCNC(=O)N2[C@@H](CN(CC2)C2=CC(=C(C(=C2)F)F)F)C